t-butyl bromocarbonate C(OC(C)(C)C)(=O)Br